(2R,3R,4R)-2-(acetoxymethyl)-5-(4-(((S)-5,7-difluorochroman-4-yl)oxy)-6-(dimethylcarbamoyl)-2-methyl-1H-benzo[d]imidazol-1-yl)tetrahydrofuran C(C)(=O)OC[C@@H]1OC(CC1)N1C(=NC2=C1C=C(C=C2O[C@@H]2CCOC1=CC(=CC(=C21)F)F)C(N(C)C)=O)C